(((tert-butyldimethylsilyl)oxy)methyl)bicyclo[1.1.1]Pentane-1-carboxylic acid methyl ester COC(=O)C12C(C(C1)C2)CO[Si](C)(C)C(C)(C)C